COC(CCCCCC1C(C1)CCCCCCCCCCC(CCCCCCCCC)OC(CCCN(C)C)=O)=O methyl-6-[2-(11-{[4-(dimethylamino)butanoyl]oxy} icosyl)cyclopropyl]hexanoate